[Pd+2].C=O.[NH+]1=CC=CC=C1 pyridinium formaldehyde palladium